1-(3-hydroxy-3-methyl-butyl)-3-[3-methyl-4-(4,4,5,5-tetramethyl-1,3,2-dioxaborolan-2-yl)phenyl]urea OC(CCNC(=O)NC1=CC(=C(C=C1)B1OC(C(O1)(C)C)(C)C)C)(C)C